NCCOCCOCCC(=O)NC1=C(C(=O)NC=2SC(=C(N2)CC)C)C=CC=C1 2-(3-(2-(2-Aminoethoxy)ethoxy)propanamido)-N-(4-ethyl-5-methylthiazol-2-yl)benzamide